6-chloro-7-(3-fluorophenyl)-N2-(1,1,1-trifluoro-2-methylpropan-2-yl)-3,4-dihydropyrrolo[1,2-a]pyrazine-2,8(1H)-dicarboxamide ClC1=C(C(=C2N1CCN(C2)C(=O)NC(C(F)(F)F)(C)C)C(=O)N)C2=CC(=CC=C2)F